(4-(pyridazin-3-yl)phenyl)methylamine N1=NC(=CC=C1)C1=CC=C(C=C1)CN